(S)-1-(5-((4-(trifluoromethyl)phenyl)thio)pyrazin-2-yl)-4'H,6'H-spiro[piperidine-4,5'-pyrrolo[1,2-b]pyrazol]-4'-amine FC(C1=CC=C(C=C1)SC=1N=CC(=NC1)N1CCC2([C@@H](C=3N(N=CC3)C2)N)CC1)(F)F